NC1=C(C(=NC(=N1)C1=C(C(=C(C=C1)Cl)OC)F)C(=O)NCC(=O)O)Cl (6-amino-5-chloro-2-(4-chloro-2-fluoro-3-methoxyphenyl)pyrimidine-4-carbonyl)glycine